C(C)(C)(C)OC(=O)N1CC(N(CC1)C1=NC=C(C=C1N)C(F)(F)F)CC(=O)OC 4-(3-amino-5-(trifluoromethyl)pyridin-2-yl)-3-(2-methoxy-2-oxoethyl)piperazine-1-carboxylic acid tert-butyl ester